6-amino-1-methyl-9H-pyrido[3,4-b]indole-3-carboxylic acid methyl ester COC(=O)C1=CC2=C(NC3=CC=C(C=C23)N)C(=N1)C